OC(C)(C)[C@H]1CC[C@@H](N(C1)C(=O)OCC1=CC=CC=C1)C Benzyl (2S,5S)-5-(2-hydroxypropan-2-yl)-2-methylpiperidine-1-carboxylate